3-hydroxypicolinic acid OC=1C(=NC=CC1)C(=O)O